CC(C#CC1=CC=C(C=C1)C1=C(C=CC=C1)NC(=O)C=1C=NNC1)(C)C N-[4'-(3,3-dimethylbut-1-yn-1-yl)biphenyl-2-yl]-1H-pyrazole-4-carboxamide